OC1=C(C=CC=C1)C=1C=C2C(=NN1)NC[C@@H]1N2CCN(C1)C1CCN(CC1)C1CCN(CC1)C1CC2(C1)CCC(CC2)C(=O)O (S)-2-(4-(2-(2-hydroxyphenyl)-6a,7,9,10-tetrahydro-5H-pyrazino[1',2':4,5]pyrazino[2,3-c]pyridazin-8(6H)-yl)-[1,4'-bipiperidin]-1'-yl)spiro[3.5]nonane-7-carboxylic acid